CN1CC(C1)(C)[C@@](O)(C=1C=NC=C(C1)C1=NOC(=N1)C1(CC1)NC)C1=CC=C(C=C1)C(C)C (R)-(1,3-Dimethyl-azetidin-3-yl)-(4-isopropyl-phenyl)-{5-[5-(1-methylamino-cyclopropyl)-[1,2,4]oxadiazol-3-yl]-pyridin-3-yl}-methanol